[Li+].P(OC(C1=C(C(=C(C=C1C)C)C1=CC=CC=C1)C)=O)([O-])=O phenyl-2,4,6-trimethylbenzoyl phosphonate lithium salt